C1(=CC=CC=C1)C1=C(C2=C(S1)C=C(C=C2)C2=CC=CC=C2)C(=O)NC2=CC=NC=C2 2,6-diphenyl-N-(pyridin-4-yl)benzo[b]Thiophene-3-carboxamide